ethyl 2-(2-(2-(tetrahydro-2H-pyran-4-yl)ethyl)-1,3-dioxolan-2-yl)acetate O1CCC(CC1)CCC1(OCCO1)CC(=O)OCC